1-(piperidin-4-ylmethyl)-4-(pyrrolidin-1-yl)quinazolin-2(1H)-one N1CCC(CC1)CN1C(N=C(C2=CC=CC=C12)N1CCCC1)=O